COC=1C=C(C=CC1NCC#CC=1N(C2=CC=CC(=C2C1)NC1CCC(CC1)N1CCOCC1)CC(F)(F)F)S(=O)(=O)N 3-methoxy-4-{[3-(4-{[(1s,4s)-4-(morpholin-4-yl)cyclohexyl]amino}-1-(2,2,2-trifluoroethyl)-1H-indol-2-yl)prop-2-yn-1-yl]amino}benzene-1-sulfonamide